tert-butyl 4-[1-(2-methylphenyl)-1H-1,2,3-triazol-4-yl]piperidine-1-carboxylate CC1=C(C=CC=C1)N1N=NC(=C1)C1CCN(CC1)C(=O)OC(C)(C)C